4-({(2S)-1,4-bis[2-(4-chloro-3-fluorophenoxy)acetamido]bicyclo[2.2.2]octan-2-yl}oxy)-4-oxobutanoic acid ClC1=C(C=C(OCC(=O)NC23[C@H](CC(CC2)(CC3)NC(COC3=CC(=C(C=C3)Cl)F)=O)OC(CCC(=O)O)=O)C=C1)F